O=C1C2=C(N=NN1CC(=O)N[C@@H](C)C1=CC=C(C=C1)C)SC=C2 (S)-2-(4-oxothieno[2,3-d][1,2,3]triazin-3(4H)yl)-N-(1-(p-tolyl)ethyl)-acetamide